O[C@@H]1C[C@@H](CC1)NC1=NN=C(C2=CC=CC=C12)C1=C(C=C(C=C1)C(F)(F)F)O 2-[4-[[(1r,3s)-3-hydroxycyclopentyl]amino]phthalazin-1-yl]-5-(trifluoromethyl)phenol